2-methyl-4-difluoromethyl-5-thiazolecarboxylic acid CC=1SC(=C(N1)C(F)F)C(=O)O